4-{4-[4-(1-aminocyclopropyl)phenyl]tetrahydro-2H-pyran-4-yl}piperazine-1-carboxylic acid phenyl ester C1(=CC=CC=C1)OC(=O)N1CCN(CC1)C1(CCOCC1)C1=CC=C(C=C1)C1(CC1)N